9-(2-phosphono-methoxyethyl)adenine P(=O)(O)(O)C(CN1C2=NC=NC(=C2N=C1)N)OC